7-ethyl-2-((4bR,8aR)-4b,7,7-trimethyl-2-(methylthio)-4b,7,8,8a-tetrahydropyrano[3',4':4,5]pyrrolo[2,3-d]pyrimidin-9(5H)-yl)-6,7-dihydro-5H-cyclopenta[b]pyridin-7-ol C(C)C1(CCC=2C1=NC(=CC2)N2[C@H]1[C@@](C3=C2N=C(N=C3)SC)(COC(C1)(C)C)C)O